3-{[1-benzyl-2-(thiophen-2-yl)-1H-indol-3-yl]methyl}-1-[(oxolan-2-yl)methyl]urea C(C1=CC=CC=C1)N1C(=C(C2=CC=CC=C12)CNC(NCC1OCCC1)=O)C=1SC=CC1